COC(CC[C@@H](C)[C@H]1CC[C@H]2[C@@H]3C(C[C@@H]4C[C@@H]([C@@H](C[C@]4(C)[C@H]3CC[C@]12C)F)OC(C1=CC=CC=C1)=O)=O)=O 2α-fluoro-3α-benzoyloxy-7-oxo-5β-cholanic acid methyl ester